C[C@@H]1CN(C[C@@H](N1)C)C1=NC=C(C=N1)C 2-[(3R,5S)-3,5-dimethylpiperazin-1-yl]-5-methylpyrimidine